FC(F)(F)N1N=CC=CC1=O (trifluoromethyl)pyridazin-3(2H)-one